C1(=CC(=CC=C1)CN)C1=CC=CC=C1 [1,1'-biphenyl]-3-ylmethylamine